NC1=CC=C(C=C1)NC(C1=C(C=C(C=C1)[N+](=O)[O-])I)=O N-(4-aminophenyl)-2-iodo-4-nitrobenzamide